ClC=1C(=NC(=NC1)N[C@H]1[C@@H]([C@@H]2CO[C@H](C1)N2S(=O)(=O)C2=CC=CC=C2)O)C=2C=C(C1=C(N(C(=N1)C(C)(C)O)C(C)C)C2)F (1S,2S,3R,5R)-3-((5-chloro-4-(4-fluoro-2-(2-hydroxypropan-2-yl)-1-isopropyl-1H-benzo[d]imidazol-6-yl)pyrimidin-2-yl)amino)-8-(phenylsulfonyl)-6-oxa-8-azabicyclo[3.2.1]octan-2-ol